methyl 4-[(2R,5S)-5-(4-chlorophenyl)-4-[(2,4-Dimethoxyphenyl)methyl]-2-methylpiperazin-1-yl]butanoate ClC1=CC=C(C=C1)[C@@H]1N(C[C@H](N(C1)CCCC(=O)OC)C)CC1=C(C=C(C=C1)OC)OC